7-amino-3-(2-((tert-butyldiphenylsilyl)oxy)ethyl)-1,3,4,5-tetrahydro-2H-benzo[d]azepin-2-one NC1=CC2=C(CC(N(CC2)CCO[Si](C2=CC=CC=C2)(C2=CC=CC=C2)C(C)(C)C)=O)C=C1